2'-deoxythymidine-5'-triphosphate CC1=CN(C(=O)NC1=O)[C@H]2C[C@@H]([C@H](O2)COP(=O)(O)OP(=O)(O)OP(=O)(O)O)O